C(C)(C)OC(=O)CCCCCCCCCCCCCCCCCCCCOC=1C2=CC=CC=C2C(=C2C=CC=CC12)OCCCCCCCCCCCCCCCCCCCCC(=O)OC(C)C 9,10-bis(isopropoxycarbonyleicosyloxy)anthracene